ClC=1C=C(C=CC1)[C@@H](CN(C)C)N1C(C=C(C=C1C)C1=CNC2=NC=C(C=C21)N2CCOCC2)=O (S)-1-(1-(3-chlorophenyl)-2-(dimethylamino)ethyl)-6-methyl-4-(5-morpholino-pyrrolo[2,3-b]pyridin-3-yl)pyridin-2(1H)-one